ClC1=C(OCC(=O)NC2=CC=C3C=NN(C3=C2)C)C=CC(=C1Cl)C(C(CC)=C)=O 2-(2,3-dichloro-4-(2-methylenebutyryl)phenoxy)-N-(1-methyl-1H-indazol-6-yl)acetamide